ClC=1SC2=C(N1)C=CC(=C2)C(=O)N2CCC(CC2)O (2-chloro-1,3-benzothiazol-6-yl)-(4-hydroxy-1-piperidyl)methanone